1-cyclopropyl-3-methyl-5-nitro-1H-benzo[d]imidazol C1(CC1)N1CN(C2=C1C=CC(=C2)[N+](=O)[O-])C